3,3,5-Trimethylcyclohexylamino-2-methylpropan CC1(CC(CC(C1)C)NCC(C)C)C